N-(2,4-dimethylphenyl)-4-(3-(trifluoromethyl)phenoxy)-1H-pyrazole-5-carboxamide CC1=C(C=CC(=C1)C)NC(=O)C1=C(C=NN1)OC1=CC(=CC=C1)C(F)(F)F